C(C(O)CC(=O)[O-])(=O)OC1CC(CCC1C(C)C)C monomenthyl malate